COC(=O)C=1C=CC2=C(N(C(=N2)C(C)N2CCC(CC2)C2=NC(=CC=C2)OCC2=C(C=C(C=C2)Cl)F)C[C@H]2OCC2)C1 2-(1-(4-(6-((4-Chloro-2-fluorobenzyl)oxy)pyridin-2-yl)piperidin-1-yl)ethyl)-1-(((S)-oxetan-2-yl)methyl)-1H-benzo[d]imidazole-6-carboxylic acid methyl ester